(S)-2-bromo-2-fluoroacetic acid isopropyl ester C(C)(C)OC([C@@H](F)Br)=O